N-(5-((3-((5-fluoropyridin-3-yl)methyl)piperidin-1-yl)methyl)thiazol-2-yl)acetamide FC=1C=C(C=NC1)CC1CN(CCC1)CC1=CN=C(S1)NC(C)=O